N-(2-hydroxyethyl)octadecanoamide OCCNC(CCCCCCCCCCCCCCCCC)=O